C(C)(C)(C)C1=NN(C=N1)C1=CC=C(C=C1)C(=O)N1CCN(CC1)C=1OC=2C(=NC(=CC2)Cl)N1 [4-(3-tert-butyl-1,2,4-triazol-1-yl)phenyl]-[4-(5-chlorooxazolo[4,5-b]pyridin-2-yl)piperazin-1-yl]methanone